3-(3',5'-di-tert-butyl-4-hydroxyphenyl)propanoic acid C(C)(C)(C)C=1C=C(C=C(C1O)C(C)(C)C)CCC(=O)O